(R)-4-(1-phenylpyrrolidin-2-yl)thiazol-2-amine C1(=CC=CC=C1)N1[C@H](CCC1)C=1N=C(SC1)N